2,2-Dimethyldodecanedioic acid CC(C(=O)O)(CCCCCCCCCC(=O)O)C